FC=1C=CC2=C(NC(=NS2(=O)=O)NCC=2N=C3N(C=CC=C3)C2)C1[C@@H](C)C1=C(C=CC=C1)F (S)-6-fluoro-5-(1-(2-fluorophenyl)ethyl)-3-((imidazo[1,2-a]pyridin-2-ylmethyl)amino)-4H-benzo[e][1,2,4]thiadiazine 1,1-dioxide